COC1=CC=C(C=C1)CN1C(NCCC1=O)=O 3-[(4-methoxyphenyl)methyl]hexahydropyrimidine-2,4-dione